F[C@@H]1CC=2N(C=NC2C(C(NC=2SC=CN2)=O)N2N=C3C(=C(C=C(C3=C2)C)C2=CC=C(C=C2)N2CCN(CC2)C(=O)OC(C)(C)C)C)C1 tert-butyl 4-(4-(2-(1-((R)-6-fluoro-6,7-dihydro-5H-pyrrolo[1,2-c]imidazol-1-yl)-2-oxo-2-(thiazol-2-ylamino)ethyl)-4,7-dimethyl-2H-indazol-6-yl)phenyl)piperazine-1-carboxylate